5'-(4-amino-2,6-dichlorophenoxy)spiro[cyclobutane-1,3'-indolin]-2'-one NC1=CC(=C(OC=2C=C3C4(C(NC3=CC2)=O)CCC4)C(=C1)Cl)Cl